tert-Butyl-4-(piperidin-4-yl)piperazine-1-carboxylic acid C(C)(C)(C)C1N(CCN(C1)C1CCNCC1)C(=O)O